ClC1=C(C(=O)O)C=CC(=C1)OCCCCCC 2-chloro-4-(hexyloxy)benzoic acid